C(O)C(C(=O)O)(CC)CO dimethylolbutanic acid